ClC1=C(C2=C(C=3C(=NC(=NC13)SCC)OCOCC[Si](C)(C)C)COC2)C2=CC=C(C=1SC(=C(C12)C#N)NC(OC(C)(C)C)=O)F tert-Butyl (4-(5-chloro-3-(ethylthio)-1-((2-(trimethylsilyl)ethoxy) methoxy)-7,9-dihydrofuro[3,4-f]quinazolin-6-yl)-3-cyano-7-fluorobenzo[b]thiophen-2-yl)carbamate